ClC1=CC=C(C=C1)N(C(=O)C1=NC=CC(=N1)C1=CC=C(C=C1)Cl)C N,4-bis(4-chlorophenyl)-N-methylpyrimidine-2-carboxamide